C(C)(C)(C)OC(=O)N(C([O-])=O)CC=1C=NC(=NC1)N1CCNCC1 t-butoxycarbonyl-N-((2-piperazin-1-ylpyrimidin-5-yl)methyl)carbamate